C(CC(C)C)C(C(=O)OCC(C)(C)C)CC(=O)OCC(C)(C)C di-neopentyl isopentylsuccinate